OCCCCN(CCCN(CCCCCCCC(=O)[O-])CCCCCCCC(=O)OCCCCCCCCCCCCCCCCCCCCC)CCCCCCCC(OCCCCCCCCCCC)=C=O Heneicosyl 8,8'-((3-((4-hydroxybutyl)(8-carbonyl-8-(undecanyloxy)octyl)amino)propyl)azanediyl)dioctanoate